3-(3,5-di-tert-butyl-4-hydroxyphenyl)octadecyl chloride C(C)(C)(C)C=1C=C(C=C(C1O)C(C)(C)C)C(CCCl)CCCCCCCCCCCCCCC